5-Amino-4-cyano-2-ethyl-6-(3-methoxy-2,6-dimethylphenyl)-2,6-dihydropyrrolo[2,3-c]pyrazole-3-carboxylic acid NC1=C(C=2C(=NN(C2C(=O)O)CC)N1C1=C(C(=CC=C1C)OC)C)C#N